triethylamine-HCl salt Cl.C(C)N(CC)CC